[N+](=O)([O-])C=1C=C2C(=NNC2=CC1)C=1N=NN(C1)C[Si](C)(C)C 5-nitro-3-(1-((trimethylsilyl)methyl)-1H-1,2,3-triazol-4-yl)-1H-indazole